C1(CCCC1)N1C(C(=CC2=C1N=C(N=C2)NC2=CC=C(C=C2)N2CCC(CC2)C)C#N)=O 8-cyclopentyl-2-((4-(4-methylpiperidin-1-yl)phenyl)amino)-7-oxo-7,8-dihydropyrido[2,3-d]pyrimidine-6-carbonitrile